FC1=CC=C(C=C1)C(/C=C/C1=CC=C(OCCCCCC(=O)O)C=C1)=O 6-[4-[(E)-3-(4-Fluorophenyl)-3-oxoprop-1-enyl]phenoxy]hexanoic acid